BrCCC1=C(C=CC(=C1)Cl)C1=CC=CC=C1 2-(2-bromoethyl)-4-chloro-[1,1']-biphenyl